COC1=C(C=C(C=C1OC)C(=O)N1CCC(CC1)C1=CC=C(C=C1)OC=1N=NC(=CC1)C(F)(F)F)NS(=O)(=O)CC1=CC=CC=C1 N-(2,3-dimethoxy-5-(4-(4-((6-(trifluoromethyl)pyridazin-3-yl)oxy)phenyl)piperidine-1-carbonyl)phenyl)-1-phenylmethanesulfonamide